N=1C=NN2C1C=C(C=C2)OC2=CC(=C(C=C2C)NC2=NC=NC1=CC(=C(C=C21)NC(\C=C\C2N(CCCC2)C)=O)OC)OC (E)-N-(4-((4-([1,2,4]triazolo[1,5-a]pyridin-7-yloxy)-2-methoxy-5-methylphenyl)amino)-7-methoxyquinazolin-6-yl)-3-(1-methylpiperidin-2-yl)acrylamide